2-amino-N-ethyl-acetamide NCC(=O)NCC